4-chloro-5-(4-chlorophenyl)-3-((1-(3-trifluoromethylphenyl)-5-((S)-1-hydroxyethyl)-1H-1,2,4-triazol-3-yl)methyl)-1-((S)-3,3,3-trifluoro-2-hydroxypropyl)-1,3-dihydro-2H-imidazol-2-one ClC=1N(C(N(C1C1=CC=C(C=C1)Cl)C[C@@H](C(F)(F)F)O)=O)CC1=NN(C(=N1)[C@H](C)O)C1=CC(=CC=C1)C(F)(F)F